dicyclohexyl-phosphane C1(CCCCC1)PC1CCCCC1